CN1N=CC2=CC=C(C=C12)C1=C2CN(C(C2=C(C=C1)[N+](=O)[O-])=O)CC1OC1C1=CC=CC=C1 4-(1-methylindazol-6-yl)-7-nitro-2-[(3-phenyloxiran-2-yl)methyl]isoindolin-1-one